1-((5-(2,2-difluorocyclopropyl)-1,3,4-oxadiazol-2-yl)methyl)-6-(4-methoxypyrrolo[2,1-f][1,2,4]triazin-5-yl)-2-methyl-1H-imidazo[4,5-b]pyridine FC1(C(C1)C1=NN=C(O1)CN1C(=NC2=NC=C(C=C21)C=2C=CN1N=CN=C(C12)OC)C)F